1-ethyl-3-methylimidazole octanoate C(CCCCCCC)(=O)O.C(C)N1CN(C=C1)C